[C@H]12CN(C[C@H](CC1)N2)C=2C1=C(N=C(N2)OCC2(CC2)CN2CCCC2)C(=C(N=C1)C1=CC(=CC2=CC=C(C(=C12)F)F)O)F 4-(4-((1R,5S)-3,8-diazabicyclo[3.2.1]octan-3-yl)-8-fluoro-2-((1-(pyrrolidin-1-ylmethyl)cyclopropyl)methoxy)pyrido[4,3-d]pyrimidin-7-yl)-5,6-difluoronaphthalen-2-ol